3-(difluoromethoxy)-5-(methylsulfanyl)benzoic acid FC(OC=1C=C(C(=O)O)C=C(C1)SC)F